N1CC(C1)C(=O)N1CCC(CC1)N1N=CC(=C1)C=1C=C(C=2N(C1)N=CC2C#N)OCC 6-(1-(1-(azetidine-3-carbonyl)piperidin-4-yl)-1H-pyrazol-4-yl)-4-ethoxypyrazolo[1,5-a]pyridine-3-carbonitrile